(2S,3r)-3-hydroxy-2-methylazetidine-1-carboxylic acid tert-butyl ester C(C)(C)(C)OC(=O)N1[C@H]([C@@H](C1)O)C